C(#N)C1=CC(=C(C=C1)C1=CC=C(C=C1)CCNC(OC(C)(C)C)=O)C(C1=CC(=NO1)C=1SC=CN1)OC tert-Butyl N-[2-[4-[4-cyano-2-[methoxy-[3-(1,3-thiazol-2-yl)-1,2-oxazol-5-yl]methyl]phenyl]phenyl]ethyl]carbamate